1-aminocyclopropanecarboxylate NC1(CC1)C(=O)[O-]